CC1=CC(=CC(=N1)N1CCN(CC1)S(=O)(=O)C1=CC=C(C=C1)C1=C(C(=O)N)C=CC=C1)C(F)(F)F [4-[4-[6-methyl-4-(trifluoromethyl)-2-pyridyl]piperazin-1-yl]sulfonylphenyl]benzamide